C(CCC)C1=NC(=C(C(=C1C=1C=C(C=CC1)CC#N)O)C(=O)N1CCN(CC1)CC1=C(C(=CC=C1)F)F)O 2-[3-(2-butyl-5-{4-[(2,3-difluorophenyl)methyl]piperazine-1-carbonyl}-4,6-dihydroxypyridin-3-yl)phenyl]acetonitrile